4-(1,4,7,10-tetraoxaundecyl)-2,2,6,6-tetramethylpiperidine O(CCOCCOCCOC)C1CC(NC(C1)(C)C)(C)C